FC(C(=O)N[C@@H](CC(C)C)C(=O)OC)(F)F methyl (2,2,2-trifluoroacetyl)leucinate